ClC1=CC=C(CN2C(C(=C(C2=O)C2=CC=C(C=C2)C(F)(F)F)C#CC2=CC=CC=C2)=O)C=C1 1-(4-chlorobenzyl)-3-(phenylethynyl)-4-(4-(trifluoromethyl)phenyl)-1H-pyrrole-2,5-dione